N-(3-(1H-pyrazol-4-yl)phenyl)-3-fluoro-N-((4-(5-(1-(trifluoromethyl)cyclopropyl)-1,2,4-oxadiazol-3-yl)bicyclo[2.2.2]octan-1-yl)methyl)bicyclo[1.1.1]pentane-1-carboxamide N1N=CC(=C1)C=1C=C(C=CC1)N(C(=O)C12CC(C1)(C2)F)CC21CCC(CC2)(CC1)C1=NOC(=N1)C1(CC1)C(F)(F)F